CC1CN(CC(C1)C)C=1C=C(C=CC1C(=O)NN)NC(=O)C1CC1 N-[3-(3,5-dimethylpiperidin-1-yl)-4-(hydrazinocarbonyl)phenyl]cyclopropanecarboxamide